trans-rac-(3R,4R)-3-fluoro-1-methylpiperidine-4-carboxylic acid F[C@H]1CN(CC[C@@H]1C(=O)O)C |r|